glycidyl ether diacrylate C(C=C)(=O)O.C(C=C)(=O)O.C(C1CO1)OCC1CO1